2-(1-acetylpiperidin-4-ylamino)-4-(phenylamino)pyrimidine-5-carboxamide C(C)(=O)N1CCC(CC1)NC1=NC=C(C(=N1)NC1=CC=CC=C1)C(=O)N